C1(CC1)C1=NC=NC(=C1C1=NC=C(C(=N1)OCC1=CC=C(C=C1)C=1N(C=C(N1)C(F)(F)F)[C@@H](C(F)(F)F)C)C)OC |o1:32| rel-(R)-4'-cyclopropyl-6'-methoxy-5-methyl-4-((4-(4-(trifluoromethyl)-1-(1,1,1-trifluoropropan-2-yl)-1H-imidazol-2-yl)benzyl)oxy)-2,5'-bipyrimidine